C(CCC)N(C(=O)NC[C@@]1(CCC[C@@]2(C3=CC=C(C=C3CC[C@@H]12)C(C)C)C)C)CCCC 1,1-Dibutyl-3-(((1R,4aS,10aR)-7-isopropyl-1,4a-dimethyl-1,2,3,4,4a,9,10,10a-octahydrophenanthren-1-yl)methyl)urea